1,3,5-Tris(triethoxysilylmethyl)hexahydro-1,3,5-triazin C(C)O[Si](OCC)(OCC)CN1CN(CN(C1)C[Si](OCC)(OCC)OCC)C[Si](OCC)(OCC)OCC